N,N-bis[3-(trimethoxysilyl) propyl] ethylenediamine tert-Butyl 3,8-dioxo-1-phenyl-2,13-dioxa-4,9-diazahexadecan-16-oate O=C(OCC1=CC=CC=C1)NCCCC(NCCCOCCC(=O)OC(C)(C)C)=O.CO[Si](CCCN(CCN)CCC[Si](OC)(OC)OC)(OC)OC